ClC1=C(C=CC=C1)N1C=2N(C3=C(C1=O)C=NC(=N3)NC3=CC=C(C=C3)N3CCSCC3)C=CN2 6-(2-chlorophenyl)-2-{[4-(thiomorpholin-4-yl)phenyl]amino}imidazo[1,2-a]pyrimido[5,4-e]pyrimidin-5(6H)-one